(1S)-1-[(2S,4R)-4-methoxy-1-methylpyrrolidin-2-yl]ethan-1-ol CO[C@@H]1C[C@H](N(C1)C)[C@H](C)O